CC=1C(=C2C=CNC2=C(C1)C)C[C@H]1[C@@H](CN(C1)C)C1=CC=C(C(=O)N)C=C1 4-((3R,4S)-4-((5,7-dimethyl-1H-indol-4-yl)methyl)-1-methylpyrrolidin-3-yl)benzamide